CN(C(C1=C(C=C(C=C1C)C)C)=O)C N,N,2,4,6-pentamethylbenzamide